C(C)(=O)N[C@@H](CSSC[C@@H](C(=O)O)NC(C)=O)C(=O)O N,N'-diacetylcystin